(E)-N-hydroxy-N'-(4-(2-methyl-4-nitrophenoxy)pyridin-2-yl)formimidamide ON\C=N\C1=NC=CC(=C1)OC1=C(C=C(C=C1)[N+](=O)[O-])C